C(C)(C)(C)OC(=O)N1CC(CCC1)C1=CC(=C(C=C1)N)O 3-(4-amino-3-hydroxyphenyl)piperidine-1-carboxylic acid tert-butyl ester